C(C1=CC=CC=C1)SC=1C=C(C(=NC1)CNC1=C(C(=NC=C1[N+](=O)[O-])OC)Br)F N-((5-(benzylthio)-3-fluoropyridin-2-yl)methyl)-3-bromo-2-methoxy-5-nitropyridin-4-amine